OC1CCC(CC1)C1(C=C(NN1[C@H](C)C1=CC=C(C=C1)C(F)(F)F)C(=O)NC)C(=O)N 5-((1r,4R)-4-hydroxycyclohexyl)-N3-methyl-1-((R)-1-(4-(trifluoromethyl)phenyl)ethyl)-1H-pyrazole-3,5-dicarboxamide